O/C=C/C(C)OC1=CC=C(C=C1)C(\C=C\C1=CC=CC=C1)=O (E)-1-[4-[(E)-4-Hydroxybut-3-en-2-yl]oxyphenyl]-3-phenylprop-2-en-1-one